N-[4-fluoro-3-({[5-(pyrimidin-2-yl)pyridin-3-yl]amino}methyl)phenyl]-N-[(1R,2S)-2-hydroxycyclohexyl]urea FC1=C(C=C(C=C1)N(C(=O)N)[C@H]1[C@H](CCCC1)O)CNC=1C=NC=C(C1)C1=NC=CC=N1